Tert-butyl 4-[2-[[5-[[(2S)-2-(4,5-dichloro-6-oxo-pyridazin-1-yl)propanoyl]amino]-2-methyl-phenyl]sulfonylamino]ethyl]benzoate ClC=1C=NN(C(C1Cl)=O)[C@H](C(=O)NC=1C=CC(=C(C1)S(=O)(=O)NCCC1=CC=C(C(=O)OC(C)(C)C)C=C1)C)C